cis-1-(2-acetylhydrazinecarbonyl)-N-(3-(3-((tert-butyldimethylsilyl)oxy)azetidin-1-yl)-4-chlorophenyl)-3-methyl-6-azabicyclo[3.1.1]heptane-6-carboxamide C(C)(=O)NNC(=O)C12CC(CC(N1C(=O)NC1=CC(=C(C=C1)Cl)N1CC(C1)O[Si](C)(C)C(C)(C)C)C2)C